(R)-4-Fluoro-1-(pyrrolidin-3-yl)piperidine FC1CCN(CC1)[C@H]1CNCC1